COC1=C(CS(=O)(=O)C2=CC3=C(S\C(\C(N3)=O)=C/C3=CC=C(C=C3)NCC(=O)O)C=C2)C(=CC=C1)OC (Z)-2-((4-((6-((2,6-dimethoxybenzyl)sulfonyl)-3-oxo-3,4-dihydro-2H-benzo[b][1,4]thiazin-2-ylidene)methyl)phenyl)amino)acetic acid